(S)-1-(3-((5-(2,4-difluorobenzoyl)-2-((4-(4-methylpiperazin-1-yl)phenyl)amino)-7H-pyrrolo[2,3-d]pyrimidin-4-yl)amino)pyrrolidin-1-yl)propan-2-en-1-one FC1=C(C(=O)C2=CNC=3N=C(N=C(C32)N[C@@H]3CN(CC3)C(C=C)=O)NC3=CC=C(C=C3)N3CCN(CC3)C)C=CC(=C1)F